The molecule is an acyl-CoA oxoanion arising from deprotonation of the phosphate and diphosphate OH groups of (S)-carnitinyl-CoA; major species at pH 7.3. It is a conjugate base of a (S)-carnitinyl-CoA betaine. CC(C)(COP(=O)([O-])OP(=O)([O-])OC[C@@H]1[C@H]([C@H]([C@@H](O1)N2C=NC3=C(N=CN=C32)N)O)OP(=O)([O-])[O-])[C@H](C(=O)NCCC(=O)NCCSC(=O)C[C@@H](C[N+](C)(C)C)O)O